ClC=1C=CC(=C(C(=O)NC=2C(=NC(=CC2)OC)C)C1)NC1=C(C=C(C=C1)C)OC 5-chloro-N-(6-methoxy-2-methylpyridin-3-yl)-2-((2-methoxy-4-methylphenyl)-amino)benzamide